NC1=C(C(N(C2=CC(=CC=C12)C(F)(F)F)C1=CC2=C(SC=C2)C=C1)=O)C(=O)OC methyl 4-amino-1-(benzo[b]thiophen-5-yl)-2-oxo-7-(trifluoromethyl)-1,2-dihydroquinoline-3-carboxylate